ClC=1C=C2CCN([C@H](C2=C(C1)Cl)C)C(=O)[C@H]1CN(CCO1)C=1C2=C(C=NC1)N=C(O2)NCCN2CC(C2)OC ((S)-6,8-dichloro-1-methyl-3,4-dihydroisoquinolin-2(1H)-yl)((R)-4-(2-((2-(3-methoxyazetidin-1-yl)ethyl)amino)oxazolo[4,5-c]pyridin-7-yl)morpholin-2-yl)methanone